butylene glycol dilaurate C(CCCCCCCCCCC)(=O)OCCCCOC(CCCCCCCCCCC)=O